ClC1=C2C(=C(N=N1)NCC1OCCC1)C=NC=C2 1-chloro-N-((tetrahydrofuran-2-yl)methyl)pyrido[3,4-d]pyridazin-4-amine